C(#N)C(NC(=O)[C@H]1N(C[C@H](C1)CCC)C([C@H](C(C)(C)C)NC(C(F)(F)F)=O)=O)C=1C=NC=C2C=CC=NC12 (2S,4S)-N-[cyano(1,6-naphthyridin-8-yl)methyl]-1-[(2S)-3,3-dimethyl-2-[(2,2,2-trifluoroacetyl)amino]butanoyl]-4-propyl-pyrrolidine-2-carboxamide